ClC1=CC=C(C=C1)C=1C=C(C(N(N1)C=1C=NN(C1)C)=O)C(=O)N[C@H]1C(CC2=NC=CC=C21)F 6-(4-chlorophenyl)-N-((5R)-6-fluoro-6,7-dihydro-5H-cyclopenta[b]pyridin-5-yl)-2-(1-methyl-1H-pyrazol-4-yl)-3-oxo-2,3-dihydropyridazine-4-carboxamide